C1(CC1)C=1N=NN(C1)[C@@H](C(=O)N1[C@H](C[C@@H](C1)O)C(=O)NC1CC2CN(C1CC2)C)C(C)(C)C (2R,4S)-1-[(2R)-2-(4-cyclopropyltriazol-1-yl)-3,3-dimethyl-butanoyl]-4-hydroxy-N-(2-methyl-2-azabicyclo[2.2.2]octan-6-yl)pyrrolidine-2-carboxamide